(S)-4-(5-(2-((2-((S)-3-carboxybutanoyl)-4-fluoro-6-methoxybenzo[b]thiophen-5-yl)oxy)ethoxy)-6-methoxybenzo[b]thiophen-2-yl)-2-methyl-4-oxobutanoic acid C(=O)(O)[C@H](CC(=O)C1=CC2=C(S1)C=C(C(=C2F)OCCOC2=CC1=C(SC(=C1)C(C[C@@H](C(=O)O)C)=O)C=C2OC)OC)C